C[C@H]1[C@H]([C@@H]1C=1C=NN(C1)C)C(=O)NC=1N=CC2=CC(=C(C=C2C1)N1CC[NH+](CC1)[C@]1(COCC1)C)C (1R,2R,3R)-2-methyl-N-[7-methyl-6-[4-((R)-3-methyltetrahydrofuran-3-yl)piperazin-4-ium-1-yl]-3-isoquinolyl]-3-(1-methylpyrazol-4-yl)cyclopropanecarboxamide